C(#N)C1=CC=C(O[C@@H]2CC[C@H](CC2)NC(C(C)(C)OC2=CC=C(C=C2)F)=O)C=C1 trans-N-(4-(4-cyanophenoxy)cyclohexyl)-2-(4-fluorophenoxy)-2-methylpropanamide